diethyleneglycol bis[β-(3-tert-butyl-4-hydroxy-5-methylphenyl) propionate] C(C)(C)(C)C=1C=C(C=C(C1O)C)CCC(=O)OCCOCCOC(CCC1=CC(=C(C(=C1)C)O)C(C)(C)C)=O